C(C)OC(CC(=O)C1=CC=C(C=C1)OCOC)=O Ethyl-3-(4-(methoxymethoxy) phenyl)-3-oxopropionate